3-(5-cyclopropylisoxazol-3-yl)-1-(1-methylcyclopropyl)-1H-pyrazolo[3,4-d]pyrimidin-4-amine C1(CC1)C1=CC(=NO1)C1=NN(C2=NC=NC(=C21)N)C2(CC2)C